2-(4-(2-([1,2,4]triazolo[1,5-a]pyridin-6-yl)-3-isopropyl-1H-indol-5-yl)piperidin-1-yl)-N-methylacetamide N=1C=NN2C1C=CC(=C2)C=2NC1=CC=C(C=C1C2C(C)C)C2CCN(CC2)CC(=O)NC